N-(4,4-difluorocyclohexyl)-6-(methoxymethyl)-2-(4-methylthiazol-2-yl)pyrimidin-4-amine FC1(CCC(CC1)NC1=NC(=NC(=C1)COC)C=1SC=C(N1)C)F